[4,4-diethyl-1-[1-[3-fluoro-5-[[(1R,2R)-2-hydroxyindan-1-yl]carbamoyl]phenyl]-3-methoxy-propyl]-6-oxo-hexahydropyrimidin-2-ylidene]ammonium C(C)C1(NC(N(C(C1)=O)C(CCOC)C1=CC(=CC(=C1)C(N[C@H]1[C@@H](CC2=CC=CC=C12)O)=O)F)=[NH2+])CC